ClC1=CC=C(C(=N1)NC1CCCC1)[N+](=O)[O-] 6-chloro-N-cyclopentyl-3-nitro-pyridin-2-amine